(6-Bromopyrazolo[1,5-a]pyrimidin-2-yl)[(1R)-1-methyl-3,4-dihydro-2(1H)isoquinolinyl]methanone BrC=1C=NC=2N(C1)N=C(C2)C(=O)N2[C@@H](C1=CC=CC=C1CC2)C